C12CN(CC(CC1)O2)C2=CC=CC(=N2)C2=NC1=CC(=NC=C1C=C2)CNC(C2=CC(=C(C(=C2)S(=O)(=O)C)C)C)=O N-((2-(6-(8-oxa-3-azabicyclo[3.2.1]octan-3-yl)pyridin-2-yl)-1,6-naphthyridin-7-yl)methyl)-3,4-dimethyl-5-(methylsulfonyl)benzamide